(2S,4R)-1-(2-(3-acetyl-5-(2-hydroxypyrimidin-5-yl)-1H-indazol-1-yl)acetyl)-N-(6-bromopyridin-2-yl)-4-fluoropyrrolidine-2-carboxamide C(C)(=O)C1=NN(C2=CC=C(C=C12)C=1C=NC(=NC1)O)CC(=O)N1[C@@H](C[C@H](C1)F)C(=O)NC1=NC(=CC=C1)Br